C(C)N1C2=NC(=NC(=C2N=C1C=1C=NC=CC1)N1CCOCC1)N1N=C(C(=C1)C1=CC=CC=C1)OC 4-(9-ethyl-2-(3-methoxy-4-phenyl-1H-pyrazol-1-yl)-8-(pyridin-3-yl)-9H-purin-6-yl)morpholine